CN(CCOC=1C=CC(=C(C(=O)N[C@H](C)C2=CC(=CC(=C2)C=2C=NN(C2)C(C)C)C2=NN(C=C2)CC)C1)C)C (R)-5-(2-(dimethylamino)ethoxy)-N-(1-(3-(1-ethyl-1H-pyrazol-3-yl)-5-(1-isopropyl-1H-pyrazol-4-yl)phenyl)ethyl)-2-methylbenzamide